6-Iodo-N-(3-methyl-5-(1H-pyrazol-1-yl)phenyl)quinolin-4-amine IC=1C=C2C(=CC=NC2=CC1)NC1=CC(=CC(=C1)N1N=CC=C1)C